(3S)-4-(5-bromo-3-methyl-2-pyridinyl)-3-methyl-morpholine BrC=1C=C(C(=NC1)N1[C@H](COCC1)C)C